The molecule is a monocarboxylic acid consisting of valeric acid having a 2,3-dimethoxy-4-methylphenyl group attached to C-5. It derives from a valeric acid. It is a conjugate acid of a 5-(2,3-dimethoxy-4-methylphenyl)pentanoate. CC1=C(C(=C(C=C1)CCCCC(=O)O)OC)OC